C(C)(C)(C)OC(=O)NC1CC2(CC(C2)N2C(N(C=3C=NC(=CC32)NC=3C=C(C=C(C3)C=3C=NN(C3)C)NC(OC)=O)C)=O)C1 Methyl (3-((1-(6-((tert-butoxycarbonyl)amino)spiro[3.3]heptan-2-yl)-3-methyl-2-oxo-2,3-dihydro-1H-imidazo[4,5-c]pyridin-6-yl)amino)-5-(1-methyl-1H-pyrazol-4-yl)phenyl)carbamate